2-(2-fluorophenyl)-4,6-diphenyl-pyrimidine FC1=C(C=CC=C1)C1=NC(=CC(=N1)C1=CC=CC=C1)C1=CC=CC=C1